methyl (S)-2-((4-(6-((4-acetyl-2-(trifluoromethyl)benzyl)oxy)pyridin-2-yl)piperidin-1-yl) methyl)-1-(oxetan-2-ylmethyl)-1H-benzo[d]imidazole-6-carboxylate C(C)(=O)C1=CC(=C(COC2=CC=CC(=N2)C2CCN(CC2)CC2=NC3=C(N2C[C@H]2OCC2)C=C(C=C3)C(=O)OC)C=C1)C(F)(F)F